NC([C@H](C[C@H]1C(NCC1)=O)NC(=O)[C@@H]1[C@H]2C([C@H]2CN1C([C@@H](NC(C(F)(F)Cl)=O)CC(C)C)=O)(C)C)=O (1R,2S,5S)-N-((S)-1-amino-1-oxo-3-((S)-2-oxopyrrolidin-3-yl)propan-2-yl)-3-((2-chloro-2,2-difluoroacetyl)-L-leucyl)-6,6-dimethyl-3-azabicyclo[3.1.0]hexane-2-carboxamide